NC1=NC2=C(C3=CN=CC=C13)C=C(C=C2)C(=O)N([C@@H]2COCC1=NC(=CC=C12)C(F)(F)F)C 5-amino-N-methyl-N-((5S)-2-(trifluoromethyl)-5,8-dihydro-6H-pyrano[3,4-b]pyridin-5-yl)benzo[c][2,6]naphthyridine-9-carboxamide